OC(CC=1NC(C2=C(N1)C(=NC(=C2)C2=CC=C(C=C2)C(F)(F)F)C=2C=NN(C2)C)=O)C (2-hydroxypropyl)-8-(1-methyl-1H-pyrazol-4-yl)-6-(4-(trifluoromethyl)phenyl)pyrido[3,4-d]pyrimidin-4(3H)-one